CN(CCSSCCN)C N,N-dimethylcystamine